C(CCCCCCCCCCC)(=O)[O-].NCCS(=O)(=O)O.[K+] Potassium Taurine Laurate